C(C1=CC=CC=C1)OC(=O)N1CC2(C(N(C3=C(O2)C=C(C=C3)F)N)=O)C1 amino-7'-fluoro-3'-oxo-3',4'-dihydro-spiro[azetidine-3,2'-benzo[b][1,4]oxazine]-1-carboxylic acid benzyl ester